10-decyloxy Monophosphite P(OOCCCCCCCCCC)([O-])[O-]